4-(5-amino-1H-benzo[d]imidazol-2-yl)benzonitrile NC1=CC2=C(NC(=N2)C2=CC=C(C#N)C=C2)C=C1